Cl.NC1CN(CCCC1)C1=NN(C(C2=CC=CC=C12)=O)C1=CC=C(C=C1)F 4-(3-aminoazepan-1-yl)-2-(4-fluorophenyl)phthalazin-1(2H)-one hydrochloride